[N].[Na] sodium Nitrogen